5-(((1S,3'R,4'S,5'S,6'R)-5-chloro-3',4',5'-trihydroxy-6'-methyl-3',4',5',6'-tetrahydro-3H-spiro[isobenzofuran-1,2'-pyran]-6-yl)methyl)-N,N-dimethylthiophene-2-formamide ClC=1C=C2CO[C@]3(O[C@@H]([C@H]([C@@H]([C@H]3O)O)O)C)C2=CC1CC1=CC=C(S1)C(=O)N(C)C